C(#C)C1N(C=CC(C1)=O)C(=O)OC(C)(C)C tert-butyl 2-ethynyl-4-oxo-2,3-dihydropyridine-1-carboxylate